(R)-3-(5-(6-Amino-5-fluoropyridin-3-yl)-1H-imidazol-2-yl)-7-(3-chloro-2-fluoro-6-(1H-tetrazol-1-yl)phenyl)-1-methyl-2,3-dihydroindolizin-5(1H)-one NC1=C(C=C(C=N1)C1=CN=C(N1)C1C[C@H](C2=CC(=CC(N12)=O)C1=C(C(=CC=C1N1N=NN=C1)Cl)F)C)F